ClC1=NC=C(C=N1)CN1C=CC=C2C1=NC(N(C2=O)CC)=O 8-((2-chloropyrimidin-5-yl)methyl)-3-ethylpyrido[2,3-d]pyrimidine-2,4(3H,8H)-dione